C[C@]1([C@@](O)(O[C@@H]([C@@H]1O)[C@H](O)CO)C=CC)O methylpropenyl-α-D-mannfuranose